(2-methyl-6-cyanophenyl) iodide diacetate C(C)(=O)O.C(C)(=O)O.CC1=C(C(=CC=C1)C#N)I